2-(2-methoxyphenoxy)ethanol COC1=C(OCCO)C=CC=C1